2-(2,4-dioxotetrahydropyrimidin-1(2H)-yl)-5-((4-(o-tolyl)piperazin-1-yl)methyl)isoindoline-1,3-dione O=C1N(CCC(N1)=O)N1C(C2=CC=C(C=C2C1=O)CN1CCN(CC1)C1=C(C=CC=C1)C)=O